ClC1=C(C=CC=C1)N1C(C2=CC(=C(C=C2C(=C1)C(=C)C)N1N=C(N(C1=O)CC)CO)F)=O 2-(2-chlorophenyl)-6-(4-ethyl-3-(hydroxymethyl)-5-oxo-4,5-dihydro-1H-1,2,4-triazol-1-yl)-7-fluoro-4-(prop-1-en-2-yl)isoquinolin-1(2H)-one